6-(4-amino-4-methylpiperidin-1-yl)-3-(2,3-dichlorophenyl)-5-(hydroxymethyl)-1,2-dihydropyrazin-2-one NC1(CCN(CC1)C1=C(N=C(C(N1)=O)C1=C(C(=CC=C1)Cl)Cl)CO)C